nona-5-ene CCCCC=CCCC